1-propyl-3-methylimidazole chloride salt [Cl-].C(CC)N1CN(C=C1)C